[4-[4-(4,5-dichloro-2-pyridyl)piperazin-1-yl]sulfonylphenyl]benzamide ClC1=CC(=NC=C1Cl)N1CCN(CC1)S(=O)(=O)C1=CC=C(C=C1)C1=C(C(=O)N)C=CC=C1